F[P-](F)(F)(F)(F)F.CN1C(=[N+](C=C1)CCCC)C 1,2-dimethyl-3-N-butylimidazolium hexafluorophosphate